(S)-N-(4'-(6-(2-amino-2-oxoethyl)-2,3,9-trimethyl-6H-thieno[3,2-f][1,2,4]triazolo[4,3-a][1,4]diazepin-4-yl)-[1,1'-biphenyl]-3-yl)-1-methyl-1H-pyrazole-3-carboxamide NC(C[C@H]1C=2N(C3=C(C(=N1)C1=CC=C(C=C1)C1=CC(=CC=C1)NC(=O)C1=NN(C=C1)C)C(=C(S3)C)C)C(=NN2)C)=O